NC1=C2C(=NC=N1)N(N=C2C2=CC=C(C=C2)OC2=CC=CC=C2)[C@@H]2[C@H](CN(CC2)CC=2C(=C1CN(C(C1=CC2)=O)C2C(NC(CC2)=O)=O)F)F 3-(5-(((3S,4S)-4-(4-amino-3-(4-phenoxyphenyl)-1H-pyrazolo[3,4-d]pyrimidin-1-yl)-3-fluoropiperidin-1-yl)methyl)-4-fluoro-1-oxoisoindolin-2-yl)piperidine-2,6-dione